P(=O)([O-])([O-])[O-].[Fe+2].[Li+] lithium iron phosphat